(S)-4-((6-(2-Amino-3-(4-hydroxyphenyl)propanoyl)-2-((4-cyanophenyl)amino)-5,6,7,8-tetrahydropyrido[4,3-d]pyrimidine-4-yl)oxy)-3,5-dimethylbenzonitrile N[C@H](C(=O)N1CC2=C(N=C(N=C2OC2=C(C=C(C#N)C=C2C)C)NC2=CC=C(C=C2)C#N)CC1)CC1=CC=C(C=C1)O